ClC=1C=C(C=CC1C(=O)N[C@H]1[C@H]2CC[C@@H](C1)N2C#N)C2=CC(=C(C=C2)Cl)CC#N 3,4'-dichloro-N-((1R,2R,4S)-7-cyano-7-azabicyclo[2.2.1]heptan-2-yl)-3'-(cyanomethyl)[biphenyl]-4-carboxamide